Benzyl 4-(2-((3-((tert-butoxycarbonyl)amino)-2-methylpropanoyl)oxy)propan-2-yl)-2-fluorobenzoate C(C)(C)(C)OC(=O)NCC(C(=O)OC(C)(C)C1=CC(=C(C(=O)OCC2=CC=CC=C2)C=C1)F)C